C123CCCC(C(CCCC1)C2)C3 Tricyclo[4.4.1.11,5]dodecan